OC(=O)C(F)(F)F.N1(N=NC=C1)C[C@@H]1C[C@H](CN1)NC(C1=NC=CC(=C1)C1=CC(=CC=C1)OC(F)(F)F)=O N-((3R,5S)-5-((1H-1,2,3-Triazol-1-yl)methyl)pyrrolidin-3-yl)-4-(3-(trifluoromethoxy)phenyl)-picolinamide TFA Salt